FC1=C(C=C(C(=C1)C)SSC1=C(C=C(C(=C1)[N+](=O)[O-])C)F)[N+](=O)[O-] 1-Fluoro-4-[(2-fluoro-4-methyl-5-nitrophenyl)disulfanyl]-5-methyl-2-nitrobenzol